CC1([C@@H](N2[C@H](S1)[C@@H](C2=O)N=CC3=CC=C(C=C3)O)C(=O)O)C The molecule is penicillanic acid carrying a (p-hydroxybenzylidene)amino substituent at the 6beta position. It has been used as a hapten in the production of a generic monoclonal antibody for determining penicillin residues in milk. It has a role as a hapten.